8-(tert-butyl) 3-ethyl (S)-2,8-diazaspiro[4.5]decane-3,8-dicarboxylate C1N[C@@H](CC12CCN(CC2)C(=O)OC(C)(C)C)C(=O)OCC